OC1=C(C=C2C(=C(C(OC2=C1)=O)C1=CC=C(S1)C(=O)O)C)OC 5-(7-hydroxy-6-methoxy-4-methyl-2-oxo-2H-chromen-3-yl)thiophene-2-carboxylic acid